1-(2,6-difluoro-4-(1-(tetrahydro-2H-pyran-2-yl)-1H-pyrazol-4-yl)phenyl)piperidine FC1=C(C(=CC(=C1)C=1C=NN(C1)C1OCCCC1)F)N1CCCCC1